4'-(hydroxymethyl)-[1,1'-biphenyl]-2-carbonitrile OCC1=CC=C(C=C1)C=1C(=CC=CC1)C#N